N=1CC2(C=C3C=CC=CC13)CNC(C2)C(=O)N spiro[pyrrolidine-3,3'-quinoline]-5-carboxamide